C(C)(=O)N1CC=2N(CC1)C(=NC2C=2C=CC=C1C=C(N=CC21)C=2C=CC(=NC2)C(=O)NCCCCC2=NC(=CC=C2)C(NC2C(NC(CC2)=O)=O)=O)CC 5-(8-(7-Acetyl-3-ethyl-5,6,7,8-tetrahydroimidazo[1,5-a]pyrazin-1-yl)isoquinolin-3-yl)-N-(4-(6-((2,6-dioxopiperidin-3-yl)carbamoyl)pyridin-2-yl)butyl)picolinamide